OC(C(C(=O)O)(C(O)(O)O)O)CC[C@@H](C)[C@H]1CC[C@H]2[C@@H]3CCC4CCCC[C@]4(C)[C@H]3CC[C@]12C pentahydroxycholestanoic acid